1-[1-(6-chloro-3-methoxy-pyridazin-4-yl)-2-methoxy-ethyl]-3-fluoro-pyrazol-4-amine ClC1=CC(=C(N=N1)OC)C(COC)N1N=C(C(=C1)N)F